6-phenoxytetrahydro-2H-pyran O(C1=CC=CC=C1)C1CCCCO1